Rac-1-(1H-benzo[d]imidazol-5-yl)-4-(2,6-difluoro-4-methoxyphenyl)azetidin-2-one N1C=NC2=C1C=CC(=C2)N2C(C[C@@H]2C2=C(C=C(C=C2F)OC)F)=O |r|